S1C2=C(C(=C1)CN(C(=O)N1[C@H]3[C@H](N(C[C@@H]1CC3)C(N(C3=CC=CC=C3)C3=CC=CC=C3)=O)C(=O)O)CC)C=CC=C2 (1R,2S,5S)-8-((benzo[b]thiophene-3-ylmethyl)(ethyl)carbamoyl)-3-(diphenylcarbamoyl)-3,8-diazabicyclo[3.2.1]octane-2-carboxylic acid